C1(CC1)C1=C(C(=NO1)C1=C(C=CC=C1)OC(F)(F)F)CO[C@H]1C[C@H](N(CC1)C1=NC=C(C#N)C=C1)C 6-((2R,4R)-4-((5-cyclopropyl-3-(2-(trifluoromethoxy)phenyl)isoxazol-4-yl)methoxy)-2-methylpiperidin-1-yl)nicotinonitrile